C1(CC1)COCC1CCC2(CCCN12)CO (3-((cyclopropylmethoxy)methyl)tetrahydro-1H-pyrrolizin-7a(5H)-yl)methanol